N-trideuteromethylpyridazine-3-carboxamide [2H]C(NC(=O)C=1N=NC=CC1)([2H])[2H]